FC(C(=O)C1=CC(=C(C=C1)B(O)O)N)(F)F 4-TRIFLUOROACETYL-AMINOPHENYLBORONIC ACID